NC(=N)N.N1C=NCC1 imidazoline guanidine salt